2-(2-(cyclopropanesulfonylamino)thiazol-4-yl)-2-methyl-N-(4-(6-(trifluoromethyl)pyrazin-2-yl)phenyl)propanamide C1(CC1)S(=O)(=O)NC=1SC=C(N1)C(C(=O)NC1=CC=C(C=C1)C1=NC(=CN=C1)C(F)(F)F)(C)C